5-fluoro-N-isopropyl-2-methoxy-N-(2,2,2-trifluoroethyl)benzamide FC=1C=CC(=C(C(=O)N(CC(F)(F)F)C(C)C)C1)OC